C1(=CC=CC=C1)N1C(N(CCC1)CC1CCNCC1)=O 1-phenyl-3-(piperidin-4-ylmethyl)-1,3-diazinan-2-one